(9H-fluoren-9-yl)methyl-4-(3-(7-(difluoromethyl)-6-(1-methyl-1H-pyrazol-4-yl)-3,4-dihydroquinolin-1(2H)-yl)-4,5,6,7-tetrahydro-1H-pyrazolo[4,3-c]pyridin-1-yl)piperidine-1-carboxylate C1=CC=CC=2C3=CC=CC=C3C(C12)COC(=O)N1CCC(CC1)N1N=C(C=2CNCCC21)N2CCCC1=CC(=C(C=C21)C(F)F)C=2C=NN(C2)C